1,1,1,3,3,3-hexavinyldisiloxane C(=C)[Si](O[Si](C=C)(C=C)C=C)(C=C)C=C